N-[1-(5-{2-[(dimethylamino)methyl]phenyl}thiophen-2-yl)ethyl]-2-methyl-6-nitroquinazolin-4-amine CN(C)CC1=C(C=CC=C1)C1=CC=C(S1)C(C)NC1=NC(=NC2=CC=C(C=C12)[N+](=O)[O-])C